2,6-dimethylphenoxy(2,3,5-trimethylcyclopentadiene) titanium dichloride [Cl-].[Cl-].[Ti+2].CC1=C(OC2=C(C(=CC2C)C)C)C(=CC=C1)C